C(C)(C)(C)OC(=O)[C@H](CCCCNC(CCOCCOCCNC(CCOCCOCCNC(CCC(NCCONC(OC(C)(C)C)=O)=O)=O)=O)=O)NC(CCCCCCCCCCCCCCCCC(=O)OC(C)(C)C)=O tert-butyl (S)-39-(tert-butoxycarbonyl)-2,2-dimethyl-4,10,13,23,33,41-hexaoxo-3,6,17,20,27,30-hexaoxa-5,9,14,24,34,40-hexaazaoctapentacontan-58-oate